propan-2-yl 1-[6-(5-chloro-2-fluorophenyl)-4-({2-[3-(4-methylpiperazin-1-yl)propanamido]pyridin-4-yl}amino)pyridazin-3-yl]azetidine-2-carboxylate ClC=1C=CC(=C(C1)C1=CC(=C(N=N1)N1C(CC1)C(=O)OC(C)C)NC1=CC(=NC=C1)NC(CCN1CCN(CC1)C)=O)F